C(C)NC1=C(C=C(C(=C1)SCC)C1=NC=2C(=NC=C(C2)C(F)(F)F)N1C)[N+](=O)[O-] N-ethyl-5-ethylsulfanyl-4-[3-methyl-6-(trifluoromethyl)imidazo[4,5-b]pyridin-2-yl]-2-nitroaniline